FC1=C(C=CC=C1)C=1N=CC(=NC1C1=CC=CC=C1)N1CCC(CC1)CNC(C(C)(C)C)=O N-((1-(5-(2-fluorophenyl)-6-phenylpyrazin-2-yl)piperidin-4-yl)methyl)pivalamide